N-(6-((1H-pyrazol-1-yl)methyl)-5-fluoro-4-methoxybenzo[d]isoxazol-3-yl)-7-methoxyspiro[chroman-4,1'-cyclopropane]-8-sulfonamide N1(N=CC=C1)CC1=CC2=C(C(=NO2)NS(=O)(=O)C=2C(=CC=C3C2OCCC32CC2)OC)C(=C1F)OC